NN1C(=NN=C(C1=O)C(C)(C)C)SC 4-amino-6-tert-butyl-3-methylthio-1,2,4-triazin-5(4H)-one